5-methyl-8-(3-(4-methyl-2-oxopiperazin-1-yl)phenyl)pyrido[2,3-d]pyrimidin-7(8H)-one CC1=CC(N(C=2N=CN=CC21)C2=CC(=CC=C2)N2C(CN(CC2)C)=O)=O